C(=C)OCCNC(S)=S.C(=C)OCCNC(S)=S.[Zn] zinc bis[N-(vinyloxyethyl)dithiocarbamic acid]